3-(3-((6-(3-(4-(benzyloxy)phenyl)propoxy)pyridin-3-yl)methyl)isoxazol-5-yl)pyridin-2-amine C(C1=CC=CC=C1)OC1=CC=C(C=C1)CCCOC1=CC=C(C=N1)CC1=NOC(=C1)C=1C(=NC=CC1)N